5'-((3-((tert-butoxycarbonyl)amino)pentyl)carbamoyl)-2',6-bis(hexyloxy)-[1,1'-biphenyl] C(C)(C)(C)OC(=O)NC(CCNC(=O)C=1C=CC(=C(C1)C1=CC=CC=C1OCCCCCC)OCCCCCC)CC